2-chloro-5-nitropyridine ClC1=NC=C(C=C1)[N+](=O)[O-]